C(C)(C)(C)C1=CC=C(C=C1)SCC(=C(F)F)Br 2-bromo-3,3-difluoroallyl 4-tert-butylphenyl sulfide